1-(5-chloro-1-(oxetan-3-yl)-1H-pyrazolo[3,4-c]pyridin-3-yl)ethan-1-one ClC=1C=C2C(=CN1)N(N=C2C(C)=O)C2COC2